CN1N=CC(=C1)C=1C=C2C=C(N=CC2=CC1)NC(C(C)N1CCCCC1)=O N-(6-(1-methyl-1H-pyrazol-4-yl)isoquinolin-3-yl)-2-(piperidin-1-yl)propanamide